naphthalen-2-yl benzylcarbamate C(C1=CC=CC=C1)NC(OC1=CC2=CC=CC=C2C=C1)=O